(1R,5S,6r)-N-(1-cyanocyclopropyl)-3-[1-(propan-2-yl)-1H-imidazole-4-carbonyl]-3-azabicyclo[3.1.0]hexane-6-carboxamide ethyl-(1R,5S,6r)-3-azabicyclo[3.1.0]hexane-6-carboxylate TFA salt OC(=O)C(F)(F)F.C(C)OC(=O)C1[C@H]2CNC[C@@H]12.C(#N)C1(CC1)NC(=O)C1[C@H]2CN(C[C@@H]12)C(=O)C=1N=CN(C1)C(C)C